O=C1N(CCC12CN(CCC2)C(=O)OC(C)(C)C)C2=NC=CC(=C2)C(F)(F)F tert-butyl 1-oxo-2-[4-(trifluoromethyl)pyridin-2-yl]-2,7-diazaspiro[4.5]decane-7-carboxylate